(((2R)-2-(5-chloropyridin-2-yl)-2,10-dimethyl-7,10-dihydro-2H-pyrano[3,2-H]isoquinolin-9(8H)-yl)methyl)-4-methoxy-1-(((S)-oxetan-2-yl)methyl)-1H-benzo[d]imidazole-6-carboxylic acid ClC=1C=CC(=NC1)[C@]1(C=CC=2C=CC=3CCN(C(C3C2O1)C)CC1=NC2=C(N1C[C@H]1OCC1)C=C(C=C2OC)C(=O)O)C